FC(C=1C=C(C=CC1)C1=CC(=CS1)C(=O)NC1=NC(=NS1)CC(=C(F)F)C)(F)F 5-(3-(trifluoromethyl)phenyl)-N-(3-(3,3-difluoro-2-methylallyl)-1,2,4-thiadiazol-5-yl)Thiophene-3-carboxamide